[Si]([O-])([O-])([O-])[O-].[Li+].[Li+].[Li+].[Li+] lithium orthosilicate salt